3-(allyloxy)-2-phenoxyphenyl dihydrogen phosphate P(=O)(OC1=C(C(=CC=C1)OCC=C)OC1=CC=CC=C1)(O)O